1,3-di-trifluoromethyl-phenylurea FC(C1(CC(=CC=C1)C(F)(F)F)NC(=O)N)(F)F